S1(CCCC1)(=O)=O tetrahydrothiophen 1,1-dioxide